ethane-1,2-dial C(C=O)=O